3-{3-Methyl-2-oxo-5-[1-(piperidin-4-ylmethyl)piperidin-4-yl]-1,3-benzodiazol-1-yl}piperidine-2,6-dione hydrochloride Cl.CN1C(N(C2=C1C=C(C=C2)C2CCN(CC2)CC2CCNCC2)C2C(NC(CC2)=O)=O)=O